N1=C(N=C2N=CNC2=C1)N purinylamine